ClC1=C(C=CC(=C1)CCl)[N+](=O)[O-] chloro-4-(chloromethyl)-1-nitrobenzene